FC(C)(F)C1=NN2C(=NN(C(C2=C1)=O)CC(=O)OCC)C(C)C ethyl 2-(2-(1,1-difluoroethyl)-7-isopropyl-4-oxopyrazolo[1,5-d][1,2,4]triazin-5(4H)-yl)acetate